S(=O)(=O)(O)O.N1(C=NC=C1)S(=O)(=O)N=[N+]=[N-] 1H-imidazole-1-sulfonylazide hydrogen sulfate salt